N-[2-(1,4-oxazinan-4-yl)ethyl]-3-[(2-phenylimidazo[1,2-a]pyrazin-3-yl)amino]benzamide O1CCN(CC1)CCNC(C1=CC(=CC=C1)NC1=C(N=C2N1C=CN=C2)C2=CC=CC=C2)=O